FC(C(=O)O)(F)F.C1NC[C@H]2[C@@H]1CC(C2)N2CCC(CC2)N2N=C(C=1C2=NC=NC1N)C1=CC=C(C=C1)OC1=CC=CC=C1 1-(1-((3aR,6aS)-octahydrocyclopenta[c]pyrrol-5-yl)piperidin-4-yl)-3-(4-phenoxyphenyl)-1H-pyrazolo[3,4-d]pyrimidin-4-amine trifluoroacetate